5-hydroxy-1-(tetrahydro-2H-pyran-2-yl)-1H-indazole-6-carboxylic acid ethyl ester C(C)OC(=O)C1=C(C=C2C=NN(C2=C1)C1OCCCC1)O